2-ethylhexyl epoxystearate CCCCCCCCC1C(O1)CCCCCCCC(=O)OCC(CC)CCCC